6-acetyl-4-chloropyrazolo[1,5-a]pyridin C(C)(=O)C=1C=C(C=2N(C1)N=CC2)Cl